N1=CCCNC12CCNCC2 1,5,9-triazaspiro[5.5]undec-1-en